BrC1=CC=C(CN2CCC(CC2)C=2C=C3CN(C(C3=CC2)=O)C2C(NC(CC2)=O)=O)C=C1 3-(5-(1-(4-bromobenzyl)piperidin-4-yl)-1-oxoisoindolin-2-yl)piperidine-2,6-dione